N-(6-chlorobenzothiazole-2-yl)acetamide ClC1=CC2=C(N=C(S2)NC(C)=O)C=C1